1-(2-chloro-3-fluorophenyl)ethan-1-amine hydrochloride Cl.ClC1=C(C=CC=C1F)C(C)N